N-(3,5-bis(trifluoromethyl)phenyl)-N-(pyridin-3-ylmethyl)acrylamide FC(C=1C=C(C=C(C1)C(F)(F)F)N(C(C=C)=O)CC=1C=NC=CC1)(F)F